Cl.C(C1=CC=CC=C1)OC1=C(C=C(C=C1)CC(N)([2H])[2H])OC (4-(Benzyloxy)-3-methoxyphenyl)ethane-1,1-d2-1-amine hydrochloride